(8-fluoro-1-methyl-2-oxo-1,2,3,4-tetrahydroquinolin-6-yl)boronic acid FC=1C=C(C=C2CCC(N(C12)C)=O)B(O)O